2,3':4',3''-Terthiophene S1C(=CC=C1)C1=CSC=C1C1=CSC=C1